C(=O)(OCC1C2=CC=CC=C2C2=CC=CC=C12)N[C@@H](CCCCNC(=O)OCC1C(=C1)C)C(=O)O Nα-(Fmoc)-Nε-(((2-methylcycloprop-2-en-1-yl)methoxy)carbonyl)-L-lysine